BrC=1C=CC=2N(C3=CC=C(C=C3C2C1)Br)C1=C(C#N)C(=C(C(=C1C#N)N1C2=CC=C(C=C2C=2C=C(C=CC12)Br)Br)N1C2=CC=C(C=C2C=2C=C(C=CC12)Br)Br)N1C2=CC=C(C=C2C=2C=C(C=CC12)Br)Br 2,4,5,6-tetra(3,6-dibromo-9H-carbazol-9-yl)isophthalonitrile